4-iodo-2-methylpiperidine-1-carboxylate IC1CC(N(CC1)C(=O)[O-])C